1-(difluoromethyl)-6-nitro-1H-indole FC(N1C=CC2=CC=C(C=C12)[N+](=O)[O-])F